(3R)-3-[2-isopropyl-5-[6-(trifluoromethyl)-3-pyridinyl]-1,2,4-triazol-3-yl]cyclopentanone C(C)(C)N1N=C(N=C1[C@H]1CC(CC1)=O)C=1C=NC(=CC1)C(F)(F)F